O[C@@H]1C[C@H](CCC1)N1C(=NC2=C3CC[C@@H](N(C3=CC=C21)C(=O)OC)C)CN2C(C=CC=C2)=O methyl (S)-3-((1S,3S)-3-hydroxycyclohexyl)-7-methyl-2-((2-oxopyridin-1(2H)-yl)methyl)-3,7,8,9-tetrahydro-6H-imidazo[4,5-f]quinoline-6-carboxylate